ethyl 6-bromo-3-[(4-methoxy phenyl) methoxy]-5-methyl-pyrazine-2-carboxylate BrC1=C(N=C(C(=N1)C(=O)OCC)OCC1=CC=C(C=C1)OC)C